C(C)N1CCP(CC1)(=O)C1=CC(=C(C=C1)NC=1N=C(C2=C(N1)NC=C2C#N)NCC)OC 2-((4-(1-ethyl-4-oxido-1,4-azaphosphinan-4-yl)-2-methoxyphenyl)amino)-4-(ethylamino)-7H-pyrrolo[2,3-d]pyrimidine-5-carbonitrile